benzyl 4-(hydroxymethyl)-2-methylpiperidine-1-carboxylate OCC1CC(N(CC1)C(=O)OCC1=CC=CC=C1)C